NC=1C2=C(N=CN1)N(C=C2)[C@@H]2O[C@@H]([C@H]([C@H]2O)O)CSCC=2C(=NOC2C2CC2)C2=CC=CC=C2 (2R,3R,4S,5S)-2-(4-Amino-7H-pyrrolo[2,3-d]pyrimidin-7-yl)-5-((((5-cyclopropyl-3-phenylisoxazol-4-yl)methyl)thio)methyl)tetrahydrofuran-3,4-diol